2-chloro-4-(((1H-indol-3-yl)methyl)amino)pyrimidin-5-carboxamide ClC1=NC=C(C(=N1)NCC1=CNC2=CC=CC=C12)C(=O)N